CS(=O)(=O)C1(CC1)C(=O)O 1-methylsulfonylcyclopropanecarboxylic acid